1-[6-(2-amino-5-bromo-3-pyridinyl)-3-pyridinyl]Pyrrolidin-2-one NC1=NC=C(C=C1C1=CC=C(C=N1)N1C(CCC1)=O)Br